N-[4-[2-chloro-3-(4-methylpiperazin-1-yl)phenoxy]-6-(2-ethoxyphenyl)-5-ethyl-pyrimidin-2-yl]-1-methyl-pyrazole-4-sulfonamide ClC1=C(OC2=NC(=NC(=C2CC)C2=C(C=CC=C2)OCC)NS(=O)(=O)C=2C=NN(C2)C)C=CC=C1N1CCN(CC1)C